C(C)S(=O)(=O)O.FC=1C=C(CN2C(C=3N(C[C@@H]2COC)C=C(N3)C3=NC(=NC=C3C)NC3=CC=NN3C)=O)C=CC1F (R)-7-(3,4-Difluorobenzyl)-6-(methoxymethyl)-2-(5-methyl-2-((1-methyl-1H-pyrazol-5-yl)amino)pyrimidin-4-yl)-6,7-dihydroimidazo[1,2-a]pyrazin-8(5H)-one Ethanesulfonic acid salt